N-(3-(5-fluoropyridin-3-yl)propyl)-5-(3-iodo-4-meth-oxyphenyl)-1-((2-(trimethylsilyl)ethoxy)methyl)-1H-imidazole-4-carboxamide FC=1C=C(C=NC1)CCCNC(=O)C=1N=CN(C1C1=CC(=C(C=C1)OC)I)COCC[Si](C)(C)C